C1=CC=CC=2C3=CC=CC=C3N(C12)C=1C=C(C=CC1)B(O)O 3-(9h-carbazol-9-yl)-phenylboronic acid